N4-(4-bromobenzyl)-2-chloro-N5-methylpyrimidine-4,5-diamine BrC1=CC=C(CNC2=NC(=NC=C2NC)Cl)C=C1